4-bromo-3-cyanobenzo[b]thiophene BrC1=CC=CC=2SC=C(C21)C#N